C(CCCCCCCCCCCCCCCCC)/C(/C(=O)[O-])=C/C(=O)[O-].C(CCCCCCCCCCCCCCCCC)/C(/C(=O)[O-])=C/C(=O)[O-].C(CCC)[Sn+4]CCCC dibutyltin di(stearyl maleate)